nitrogen [bis(dimethylamino)phosphoryl]dimethylamine CN(P(=O)(N(C)C)N(C)C)C.[N]